(E)-2-(dibenzo[b,d]thiophen-4-ylmethylene)-6-hydroxy-2,3-dihydro-1H-inden-1-one C1=CC=C(C=2SC3=C(C21)C=CC=C3)\C=C/3\C(C2=CC(=CC=C2C3)O)=O